methyl 6-[3-methyl-4-(methylamino)phenyl]pyridine-3-carboxylate CC=1C=C(C=CC1NC)C1=CC=C(C=N1)C(=O)OC